1-isopropyl-N-(2-{3-[(4-methanesulfonyl-2-methoxyphenyl)amino]prop-1-yn-1-yl}-3-(2,2,2-trifluoroethyl)imidazo[1,2-a]pyridin-8-yl)piperidin-4-amine C(C)(C)N1CCC(CC1)NC=1C=2N(C=CC1)C(=C(N2)C#CCNC2=C(C=C(C=C2)S(=O)(=O)C)OC)CC(F)(F)F